phenyltriethylammonium C1(=CC=CC=C1)[N+](CC)(CC)CC